C(C)OC(=O)C(\C(=C/C)\C)C(=O)OCC (Z)-2-Methyl-but-2-ene-dicarboxylic acid diethyl ester